(R)-N-((1-(6-((4-cyanopyridin-2-yl)amino)-3-methylpyridine-2-carbonyl)-5,5-difluoropiperidine-2-yl)methyl)acetamide C(#N)C1=CC(=NC=C1)NC1=CC=C(C(=N1)C(=O)N1[C@H](CCC(C1)(F)F)CNC(C)=O)C